C(C)(C)(C)OC(=O)NC(=N)N(C1=CC=C(C=C1)NC(C)=O)C(=O)OC(C)(C)C N,N'-di-t-butoxycarbonyl-N'-(4-acetamidophenyl)guanidine